(1S,3'R,4'S,5'S,6'R)-5-chloro-6-((5-(difluoromethyl)thiophene-2-yl)methyl)-6'-methyl-3',4',5',6'-tetrahydro-3H-spiro[isobenzofuran-1,2'-pyran]-3',4',5'-triol ClC=1C=C2CO[C@]3(O[C@@H]([C@H]([C@@H]([C@H]3O)O)O)C)C2=CC1CC=1SC(=CC1)C(F)F